CC[C@H]1CN2CCC3=CC(=C(C=C3[C@@H]2C[C@@H]1C[C@@H]4C5=CC(=C(C=C5CCN4)OC)OC)OC)OC.Cl.Cl The molecule is the dihydrochloride salt of emetine. It has a role as an antiprotozoal drug, an antiviral agent, an antineoplastic agent, an antimalarial, an autophagy inhibitor, an emetic, a protein synthesis inhibitor and an anticoronaviral agent. It contains an emetine(2+).